C(C)(C)(C)OC(=O)[C@@H]1CN(CCC1)C([C@@H](C)OC1=CC=C2C(=CC(OC2=C1)=O)C1=C(C=C(C=C1)F)Cl)=O (3S)-1-[(2R)-2-[4-(2-chloro-4-fluoro-phenyl)-2-oxo-chromen-7-yl]oxypropionyl]piperidine-3-carboxylic acid tert-butyl ester